C[Na] Methyl-Natrium